C1(=CC=CC=C1)C1=CC=C2C=CC=C3C4=CC=CC=C4C1=C23 1-phenylfluoranthene